OC1C[C@H](N(C1)C(=O)OC(C)(C)C)C(=O)OCCCCCCC(C(OCCCC(CCCCC)CCCCC)=O)(C)C O1-tert-butyl O2-[7,7-dimethyl-8-oxo-8-(4-pentylnonoxy)octyl] (2S)-4-hydroxypyrrolidine-1,2-dicarboxylate